1-(tert-butyl)-N-(3-(2-hydroxyethyl)-7-(2-((1-methyl-1H-pyrazol-4-yl)amino)pyrimidin-4-yl)-2,3,4,5-tetrahydro-1H-benzo[d]azepin-1-yl)-1H-1,2,3-triazole-4-carboxamide C(C)(C)(C)N1N=NC(=C1)C(=O)NC1CN(CCC2=C1C=CC(=C2)C2=NC(=NC=C2)NC=2C=NN(C2)C)CCO